C(C)(C)(C)C=1C=CC2=C(C3=CC=CC=C3C(=C2C1)OC(=O)C1C(C2C(=CC1C2)C)C(=O)O)OC(=O)C2C(C1C(=CC2C1)C)C(=O)O 3-(tert-butyl)-9,10-bis[2-carboxy(3,6-methano-4-methyl-4-cyclohexenyl)]carbonyloxyanthracene